terephthalyl alcohol OCC1=CC=C(CO)C=C1